5-[1-(benzenesulfonyl)-2-phenylpyrrolo[2,3-b]pyridin-4-yl]-2-{3-[(tert-butyldimethylsilyl)oxy]propyl}-4-(4-fluorophenyl)pyrazole-3-carbonitrile C1(=CC=CC=C1)S(=O)(=O)N1C(=CC=2C1=NC=CC2C=2C(=C(N(N2)CCCO[Si](C)(C)C(C)(C)C)C#N)C2=CC=C(C=C2)F)C2=CC=CC=C2